19-Hydroxypentacosanoic acid OC(CCCCCCCCCCCCCCCCCC(=O)O)CCCCCC